C1(=CC=CC=C1)C1=NC(=NC(=N1)C(Cl)(Cl)Cl)C(Cl)(Cl)Cl 2-phenyl-4,6-bis(trichloromethyl)-1,3,5-triazine